NC1=C2C(=NC=N1)N(N=C2C2=CC=C(C=C2)NC(CC(C)C)=O)C(C)(C)C N-(4-(4-amino-1-tert-butyl-1H-pyrazolo[3,4-d]pyrimidin-3-yl)phenyl)-3-methylbutanamide